ethoxy-5-[(2R)-2-ethyl-4-[(2S)-2-(trifluoromethyl)pyrrolidine-1-carbonyl]piperazin-1-yl]-N-[(3R)-1-methylpyrrolidin-3-yl]-[2,3'-bipyridine]-6-carboxamide C(C)OC=1C(=NC(=C(C1)N1[C@@H](CN(CC1)C(=O)N1[C@@H](CCC1)C(F)(F)F)CC)C(=O)N[C@H]1CN(CC1)C)C=1C=NC=CC1